(((S)-Tetrahydrofuran-2-yl)methoxy)quinazolin-4-amine O1[C@@H](CCC1)COC1=NC2=CC=CC=C2C(=N1)N